OCCN(C1=CC2=C(N(C(=N2)CC[C@@H](C(=O)OCC)NC([C@H](C(C)C)NC(=O)OC(C)(C)C)=O)C)C=C1)CCO ethyl (2S)-4-[5-[bis(2-hydroxyethyl)amino]-1-methyl-benzimidazol-2-yl]-2-[[(2S)-2-(tert-butoxycarbonylamino)-3-methyl-butanoyl]amino]butanoate